F[C@H]1CN(CC[C@H]1NC1=CC=CN2C(=C(C=C12)C1=NOC(=N1)CNC(=O)C1=CC(=CC=C1)C(=O)NC)SC(F)(F)F)C N1-{[3-(8-{[(3S,4R)-3-fluoro-1-methylpiperidin-4-yl]amino}-3-[(trifluoromethyl)sulfanyl]indolizin-2-yl)-1,2,4-oxadiazol-5-yl]methyl}-N3-methylbenzene-1,3-dicarboxamide